CC1(C2C(N(C(C12)=O)CC1=CC2=NC=CC(=C2S1)C=1C=C(C=C2C=CN(C12)CC1(CCNCC1)F)C#N)=O)C 7-(2-((6,6-dimethyl-2,4-dioxo-3-azabicyclo[3.1.0]hex-3-yl)methyl)thieno[3,2-b]pyridin-7-yl)-1-((4-fluoropiperidin-4-yl)methyl)-1H-indole-5-carbonitrile